C(C(=C)C)(=O)OC1=C(C(=C(C=C1)C(C)(C)C1=C(C(=C(C=C1)OC(C(=C)C)=O)OCC)OCC)OCC)OCC 2,2-bis(4-methacryloyloxydiethoxyphenyl)propane